C(C)(C)(C)C1=CC(=NO1)NC(OC1=CC=C(C=C1)[N+](=O)[O-])=O 4-nitrophenyl (5-(tert-butyl)isoxazol-3-yl)carbamate